CC(CC)CCCC(CCCCCCCCCCCCCCCCCCCC)C 3,7-Dimethylheptacosane